3-(5-chloro-3,4-dimethyl-3,4-dihydroisoquinolin-1-yl)-7,8-difluoro-quinoline ClC1=C2C(C(N=C(C2=CC=C1)C=1C=NC2=C(C(=CC=C2C1)F)F)C)C